Cl.FC1=CC=C(COC2=CC=C(C=C2)C2C(C2)N)C=C1 2-(4-((4-fluorobenzyl)oxy)phenyl)cyclopropanamine hydrochloride